NC1=CC=C(C(=N1)C)CNC([C@H](C)NC(=O)[C@@H]1NC[C@H](C1)CC1=CC=C(C=C1)C1=C(C=C(C=C1)F)C#N)=O (2R,4S)-N-((S)-1-(((6-amino-2-methylpyridin-3-yl)methyl)amino)-1-oxopropan-2-yl)-4-((2'-cyano-4'-fluoro-[1,1'-biphenyl]-4-yl)methyl)pyrrolidine-2-carboxamide